2-[2-methoxyethanesulfinyl]-4-(propan-2-yl)-6-(quinoxalin-6-yl)thieno[2,3-b]pyridin-3-amine COCCS(=O)C1=C(C=2C(=NC(=CC2C(C)C)C=2C=C3N=CC=NC3=CC2)S1)N